NC[C@H]1NC([C@H](SCC1)C1=CC(=CC=C1)C1=CC2=C(OCO2)C=C1)=O (2R,5S)-5-(aminomethyl)-2-[3-(1,3-benzodioxol-5-yl)phenyl]-1,4-thiazepan-3-one